phenyl (4-chloro-1-(tetrahydro-2H-pyran-2-yl)-1H-indazol-5-yl)carbamate ClC1=C2C=NN(C2=CC=C1NC(OC1=CC=CC=C1)=O)C1OCCCC1